CC(C)NC(=O)O[C@H]1C[C@H](CC1)C1=NN(C(=C1)NC1=CC=CC2=C1CCS2(=O)=O)C(C)(C)C (1R,3S)-3-{5-[(1,1-dioxo-2,3-dihydro-1λ6-benzothiophen-4-yl)amino]-1-(2-methylprop-2-yl)pyrazol-3-yl}cyclopentyl (prop-2-ylamino)methanoate